(3-amino-propyl)Diethyl-1,3-diaminopropane NCCCC(C(CN)(CC)CC)N